FC(C(=O)O)(F)F.ClC1=C(C=C(C=C1)C(=O)N1CCC2(CC1)CCN(CC2)CC2C(CNCC2)(F)F)N2C(NC(CC2)=O)=O 1-(2-chloro-5-{9-[(3,3-difluoropiperidin-4-yl)methyl]-3,9-diazaspiro[5.5]undecane-3-carbonyl}phenyl)-1,3-diazinane-2,4-dione trifluoroacetate